C1(CC1)(C1CC1)C1=NC=C(C=N1)B1OC(C(O1)(C)C)(C)C 2-([1,1'-bi(cyclopropan)]-1-yl)-5-(4,4,5,5-tetramethyl-1,3,2-dioxaborolan-2-yl)pyrimidine